C(C)(=O)OCCC=1C2C(C(CC1)C2)(C)C 2-(6,6-DIMETHYL-BICYCLO[3.1.1]HEPT-2-EN-2-YL)ETHYL ACETATE